(+/-)-N-[(3R,4S)-3-fluoro-1-methylpiperidin-4-yl]-2-(1,3-thiazol-2-yl)-1-(2,2,2-trifluoroethyl)-1H-indol-4-amine F[C@@H]1CN(CC[C@@H]1NC=1C=2C=C(N(C2C=CC1)CC(F)(F)F)C=1SC=CN1)C |r|